1-(3-tert-butyl-1-phenyl-1H-pyrazol-5-yl)-3-(4-(1-methyl-2-oxo-2,3-dihydro-1H-imidazo[4,5-b]pyridin-7-yloxy)naphthalen-1-yl)urea C(C)(C)(C)C1=NN(C(=C1)NC(=O)NC1=CC=C(C2=CC=CC=C12)OC1=C2C(=NC=C1)NC(N2C)=O)C2=CC=CC=C2